ClC1=C(CNC(O)=O)C=CC(=C1)Cl.C(N)(OCC1=C(C=C(C=C1)Cl)Cl)=O 2,4-dichlorobenzyl carbamate (2,4-dichlorobenzyl carbamate)